N-[(1S)-1-[4-(2-cyclopropyltetrazol-5-yl)phenyl]ethyl]thieno[2,3-d]pyrimidin-4-amine C1(CC1)N1N=C(N=N1)C1=CC=C(C=C1)[C@H](C)NC=1C2=C(N=CN1)SC=C2